tricosenyl glycidyl ether C(C1CO1)OC=CCCCCCCCCCCCCCCCCCCCCC